C(#N)C(CCC(=O)O)(C)SC(=S)SCCCCCCCCCCCC 4-cyano-4-[(dodecylsulphanyl-thiocarbonyl)sulphanyl]pentanoic acid